ClC1=CC(=C(C(=C1)C)C(C)O)C 1-(4-chloro-2,6-dimethylphenyl)ethanol